ClC1=CC(=C(CNC(=O)[C@]2(C=3C=CC=NC3[C@](CC2)(CO)O)F)C=C1)F (5S,8R)-N-(4-chloro-2-fluorobenzyl)-5-fluoro-8-hydroxy-8-(hydroxymethyl)-5,6,7,8-tetrahydroquinoline-5-carboxamide